(1S,22E)-13,17,20-trimethyl-12-phenyl-5,9,14,17,20,26,28-heptaazahexacyclo[22.5.2.11,4.13,7.110,14.027,30]tetratriacontane-3,5,7(33),22,24(31),25,27(30)-heptaene-8,29,32-trione CC1C(CC2NC(C=3C=NC4=C(C[C@]5(C(NC=6N=CC(/C=C/CN(CCN(CCN1C2=O)C)C)=CC56)=O)C4)C3)=O)C3=CC=CC=C3